NC1=NC=2C(=CC=CC2C=2N1C=C(N2)C(=O)N2[C@@H]1CO[C@H](C2)C1)OC (5-amino-7-methoxyimidazo[1,2-c]quinazolin-2-yl)((1S,4S)-2-oxa-5-azabicyclo[2.2.1]heptan-5-yl)methanone